(E)-3-(3,4-dihydroxy-5-nitrophenyl)-2-(1,2,4-thiadiazol-5-yl)acrylonitrile OC=1C=C(C=C(C1O)[N+](=O)[O-])/C=C(\C#N)/C1=NC=NS1